NC=1N=NC(=CC1N1CC2CCC(C1)N2C2=CC(=NC=C2)/C=C/COCCOCCN2CCN(CC2)CC(=O)OC(C)(C)C)C2=C(C=CC=C2)O tert-butyl 2-[4-[2-(2-[[(2E)-3-(4-[3-[3-amino-6-(2-hydroxyphenyl)pyridazin-4-yl]-3,8-diazabicyclo[3.2.1]octan-8-yl]pyridin-2-yl)prop-2-en-1-yl]oxy]ethoxy)ethyl]piperazin-1-yl]acetate